NC1=NN2C(C=C(C=C2)C=2C(=C(C(=O)NCC[C@@H](O)C3=CC=C(C=C3)Cl)C(=CC2)C)F)=N1 (R)-3-(2-amino-[1,2,4]triazolo[1,5-a]pyridin-7-yl)-N-(3-(4-chlorophenyl)-3-hydroxypropyl)-2-fluoro-6-methylbenzamide